[OH3+].O1C(=CC(=O)C2=CC=CC=C12)C1=CC=CC=C1 flavone oxonium salt